4-[4-(7-Chloroindol-1-yl)-2,6-difluoro-N-methyl-anilino]butanoic acid ClC=1C=CC=C2C=CN(C12)C1=CC(=C(N(C)CCCC(=O)O)C(=C1)F)F